FC=1C=C2C(=NNC2=CC1F)C=1N=C2CCC(NC2=C(C1)C)=O 6-(5,6-difluoro-1H-indazol-3-yl)-8-methyl-3,4-dihydro-1H-1,5-naphthyridin-2-one